C(#N)C1=CC(=C(C=C1)NS(=O)(=O)C1=CNC(=C1)C=1C(=NC=CC1F)OC)F N-(4-cyano-2-fluoro-phenyl)-5-(4-fluoro-2-methoxy-3-pyridyl)-1H-pyrrole-3-sulfonamide